2-((4-hydroxy-2-iodo-5-methoxybenzyl)amino)-2-oxoethyl heptanoate C(CCCCCC)(=O)OCC(=O)NCC1=C(C=C(C(=C1)OC)O)I